1-methylcyclopropanamine hydrochloride salt Cl.CC1(CC1)N